8-(4-bromophenyl)-6-(4-methoxyphenyl)-2-((3,3,3-trifluoropropyl)amino)pyrido[4,3-d]pyrimidin BrC1=CC=C(C=C1)C1=CN(CC2=C1N=C(N=C2)NCCC(F)(F)F)C2=CC=C(C=C2)OC